4,4-difluoro-2-(hydroxymethyl)-5-(2-oxo-4-(2-propylpentanamido)-1,2-dihydropyrimidin-1-yl)oxolan-3-yl (2S)-2-amino-3-methylbutanoate hydrochloride Cl.N[C@H](C(=O)OC1C(OC(C1(F)F)N1C(N=C(C=C1)NC(C(CCC)CCC)=O)=O)CO)C(C)C